5-((3-fluoro-4-(4-((4-(4-(6-oxo-1,6-dihydropyridazin-3-yl)-2-(trifluoromethyl)phenyl)piperazin-1-yl)methyl)piperidin-1-yl)phenyl)amino)-3-(piperidin-1-yl)-1,2,4-triazine-6-carboxamide FC=1C=C(C=CC1N1CCC(CC1)CN1CCN(CC1)C1=C(C=C(C=C1)C1=NNC(C=C1)=O)C(F)(F)F)NC=1N=C(N=NC1C(=O)N)N1CCCCC1